C(C)OC(=C)C1=CN=C(S1)C1CN(C1)C(=O)OC(C)(C)C tert-butyl 3-(5-(1-ethoxyvinyl)thiazol-2-yl)azetidine-1-carboxylate